C(C)(C)(C)OC(=O)N1C=CC2=C(C(=CC(=C12)C)C)C=O 4-formyl-5,7-dimethyl-1H-indole-1-carboxylic acid tert-butyl ester